tertbutyl L-prolinate N1[C@@H](CCC1)C(=O)OC(C)(C)C